5-hydroxy-2-(2-methylphenoxy)benzonitrile OC=1C=CC(=C(C#N)C1)OC1=C(C=CC=C1)C